4-phenyl-2-methylene-1,3-dioxolane C1(=CC=CC=C1)C1OC(OC1)=C